6-[(2S)-1-methoxypropan-2-yl]-2-(trifluoromethyl)-6,7-dihydro-4H-pyrazolo[1,5-a]pyrrolo[3,4-d]pyrimidine COC[C@H](C)N1C=C2NC=3N(C=C2C1)N=C(C3)C(F)(F)F